O1CCC(CC1)COC1=C(C#N)C=CC=C1 ((tetrahydro-2H-pyran-4-yl)methoxy)benzonitrile